OCCOCCOCCOCC(=O)O[C@H]1C[C@@H](CCC1C(C)C)C |&1:14| (1R,2S,SR)-menthyl 11-hydroxy-3,6,9-trioxaundecanoate